NC1=C(N=C(S1)C1=C(C=CC=C1F)F)C(=O)NC=1C=NN(C1N1CC[C@H]([C@@H](CC1)F)N)C 5-amino-N-(5-((4R,5R)-4-amino-5-fluoroazepan-1-yl)-1-methyl-1H-pyrazol-4-yl)-2-(2,6-difluorophenyl)thiazole-4-carboxamide